O=C1C=C(CCN1C(=O)OC(C)(C)C)OS(=O)(=O)C(F)(F)F tert-butyl 6-oxo-4-(((trifluoromethyl) sulfonyl) oxy)-3,6-dihydropyridine-1(2H)-carboxylate